2-(4-chloropyrimidin-2-yl)-1-methoxypropan-2-ol ClC1=NC(=NC=C1)C(COC)(C)O